C(C1=CC(O)=C(O)C(O)=C1)(=O)[O-].[Sn+4].C(C1=CC(O)=C(O)C(O)=C1)(=O)[O-].C(C1=CC(O)=C(O)C(O)=C1)(=O)[O-].C(C1=CC(O)=C(O)C(O)=C1)(=O)[O-] tin gallate